D-1-NAPHTHYL-2-ACETAMIDO-ETHANE C1(=CC=CC2=CC=CC=C12)CCNC(C)=O